5-((2,2-Difluorobenzo[d][1,3]dioxol-5-yl)sulfonyl)-N-(2-methoxyethyl)-3,4,5,6-tetrahydropyrrolo[3,4-c]pyrrole-2(1H)-carboxamide FC1(OC2=C(O1)C=CC(=C2)S(=O)(=O)N2CC1=C(C2)CN(C1)C(=O)NCCOC)F